FC=1C(=NC(=NC1)NC1=CC=C(C=N1)CN1CCN(CC1)C(=O)OC)C1=CC2=C(N(N=C2C=C1)C)C(C)C methyl 4-((6-((5-fluoro-4-(3-isopropyl-2-methyl-2H-indazol-5-yl)pyrimidin-2-yl)amino)pyridin-3-yl)methyl)piperazine-1-carboxylate